2-(methylthio)-1-(2-(5-(4-(trifluoromethoxy)phenyl)-1H-imidazol-2-yl)piperidin-1-yl)propan-1-one CSC(C(=O)N1C(CCCC1)C=1NC(=CN1)C1=CC=C(C=C1)OC(F)(F)F)C